5-methylquinazoline-2,4(1H,3H)-dione CC1=C2C(NC(NC2=CC=C1)=O)=O